ClC1=NC(=CC(=N1)CO)N1[C@@H](COCC1)C (R)-(2-chloro-6-(3-methylmorpholino)pyrimidin-4-yl)methanol